C(C)(C)(C)OC(=O)N([C@H]1CN(CCC1)C=1C=CC(=NC1)C(C(=O)O)C)CC1CCC1 2-(5-((R)-3-((tert-butoxycarbonyl)(cyclobutylmethyl)amino)piperidin-1-yl)pyridin-2-yl)propanoic acid